1-(bromomethyl)-4-fluoro-2-(trifluoromethyl)benzene BrCC1=C(C=C(C=C1)F)C(F)(F)F